2,2''-dibromo-1,1':2',1''-terphenyl BrC1=C(C=CC=C1)C=1C(=CC=CC1)C1=C(C=CC=C1)Br